COC=1C=C(C=C2CC(COC12)NC(OC(C)(C)C)=O)C(F)(F)F tert-Butyl {8-methoxy-6-(trifluoromethyl)chroman-3-yl}carbamate